C(C)N1C(=CC2=CC(=CC=C12)CNC)C#CCNC(=O)C1=CC=CC=C1 (3-{1-ethyl-5-[(methylamino)methyl]-1H-indol-2-yl}-2-propynylamino)phenylformaldehyde